C(C(=C)C)(=O)OC1=C(C=CC=C1)C1=C(C=CC=C1)C 2-(2-methylphenyl)phenyl methacrylate